(S)-4-(8-(3-aminopiperidin-1-yl)-3-(1-(2-ethyl-2-hydroxybutyl)-6-fluoro-1H-benzo[d][1,2,3]triazol-5-yl)imidazo[1,2-a]pyrazin-2-yl)-2-fluorobenzonitrile N[C@@H]1CN(CCC1)C=1C=2N(C=CN1)C(=C(N2)C2=CC(=C(C#N)C=C2)F)C2=CC1=C(N(N=N1)CC(CC)(O)CC)C=C2F